(piperidine-1-carbonyl)piperidine N1(CCCCC1)C(=O)N1CCCCC1